ethyl 1-(4,6-dichloropyridin-2-yl)-4-methyl-1H-pyrazole-3-carboxylate ClC1=CC(=NC(=C1)Cl)N1N=C(C(=C1)C)C(=O)OCC